C(CCCCCCCCC)OS(=O)(=O)O.OCCN1CCNCC1 1-(2-hydroxyethyl)piperazine decyl-sulfate